O-pimeloyl-L-serine C(CCCCCC(=O)O)(=O)OC[C@H](N)C(=O)O